1-({2-[(4-{2-[(4-chloro-2-fluorophenyl)methoxy]pyrimidin-4-yl}piperidin-1-yl)methyl]-5-[5-(trifluoromethyl)-4H-1,2,4-triazol-3-yl]pyridin-3-yl}methyl)cyclopropane-1-carbonitrile ClC1=CC(=C(C=C1)COC1=NC=CC(=N1)C1CCN(CC1)CC1=NC=C(C=C1CC1(CC1)C#N)C1=NN=C(N1)C(F)(F)F)F